CC(CNC(=O)C1=CC=C(C=C1)C(=O)NCC(C)(C)C)(C)C N,N'-bis(2,2-dimethylpropyl)-1,4-benzenedicarboxamide